2-amino-4,6-dimethyl-3-oxo-3H-phenoxazine-1,9-dicarboxylic acid NC1=C(C2=NC3=C(C=CC(=C3OC2=C(C1=O)C)C)C(=O)O)C(=O)O